NC=1C=2N(C=C(N1)C=1C=NNC1)C(=CN2)C=2C=C1CN(C(C1=C(C2)S(=O)(=O)C)=O)[C@@H](C)C2CC2 (S)-5-(8-Amino-6-(1H-pyrazol-4-yl)imidazo[1,2-a]pyrazin-3-yl)-2-(1-cyclopropylethyl)-7-(methylsulfonyl)isoindolin-1-one